(5-(9H-carbazol-9-yl)-2-mercaptophenyl)boronic acid C1=CC=CC=2C3=CC=CC=C3N(C12)C=1C=CC(=C(C1)B(O)O)S